1-(4-methylbenzene-1-sulfonyl)-N-[(1,2,4-oxadiazol-3-yl)methyl]-1H-pyrazole-3-carboxamide CC1=CC=C(C=C1)S(=O)(=O)N1N=C(C=C1)C(=O)NCC1=NOC=N1